di(imidazol-1-yl)methanethione tert-butyl-(3R)-3-{8-cyano-2-[(5-methyl-1,2,4-oxadiazol-3-yl)methyl]-1H-imidazo[4,5-c]quinolin-1-yl}pyrrolidine-1-carboxylate C(C)(C)(C)OC(=O)N1C[C@@H](CC1)N1C(=NC=2C=NC=3C=CC(=CC3C21)C#N)CC2=NOC(=N2)C.N2(C=NC=C2)C(=S)N2C=NC=C2